6-but-3-enyl-4-[7-(morpholine-4-carbonyl)-3H-benzoimidazol-5-yl]-1H-pyrrolo[2,3-c]pyridin-7-one C(CC=C)N1C(C2=C(C(=C1)C1=CC3=C(N=CN3)C(=C1)C(=O)N1CCOCC1)C=CN2)=O